BrC=1N(C(=C(N1)C)C)COCC[Si](C)(C)C 2-bromo-4,5-dimethyl-1-((2-(trimethylsilyl)ethoxy)methyl)-1H-imidazole